tert-butyl (2R,3S,4S)-4-[(tert-butoxycarbonyl)oxy]-2-{[4-(1,1-difluoroethyl)phenyl]methyl}-3-[(4-nitrophenoxycarbonyl)oxy]pyrrolidine-1-carboxylate C(C)(C)(C)OC(=O)O[C@@H]1[C@H]([C@H](N(C1)C(=O)OC(C)(C)C)CC1=CC=C(C=C1)C(C)(F)F)OC(=O)OC1=CC=C(C=C1)[N+](=O)[O-]